7-(2-Cyclohexylethyl)-5-fluoro-2-(((tetrahydro-2H-pyran-4-yl)thio)methyl)quinazolin-4(3H)-one C1(CCCCC1)CCC1=CC(=C2C(NC(=NC2=C1)CSC1CCOCC1)=O)F